7-Bromo-5-iodopyrrolo[2,1-f][1,2,4]triazine-4-amine BrC1=CC(=C2C(=NC=NN21)N)I